C(C)(C)OC([C@H](CC)N)=O.C1(CC1)NC(C([C@H](C[C@H]1C(N[C@@H](C1)C)=O)NC(C1=C(C=CC(=C1)F)NC(C1=CC(=CC=C1)C(F)(F)F)=O)=O)=O)=O N-[(1S)-3-(cyclopropylamino)-1-[[(3S,5R)-5-methyl-2-oxo-pyrrolidin-3-yl]methyl]-2,3-dioxo-propyl]-5-fluoro-2-[[3-(trifluoromethyl)benzoyl]amino]benzamide isopropyl-(S)-2-aminobutyrate